FC=1C=C(CC2=CC(=NC=C2)N2N=C(C(=C2C)C(=O)N)C)C=C(C1)C(F)(F)F 1-(4-(3-Fluoro-5-(trifluoromethyl)benzyl)pyridin-2-yl)-3,5-dimethyl-1H-pyrazol-4-carboxamid